(4-fluorobenzyl)-2,4,5,6-tetrahydropyrrolo[3,4-c]pyrazole FC1=CC=C(CN2N=C3C(=C2)CNC3)C=C1